BrC1=C(C=C(C=C1O)CCC)O 2-Bromo-5-propylbenzene-1,3-diol